((1H-benzo[d][1,2,3]triazol-1-yl)methyl)-N-benzylcyclobutanamine N1(N=NC2=C1C=CC=C2)CC2(CCC2)NCC2=CC=CC=C2